C(C(=C)C)(=O)OC12CC3(CC(CC(C1)C3)(C2)O)O 3,5-dihydroxyl-1-adamantyl methacrylate